COC1=CC=C(C=C1)C1=CC(=C2C(=CC=CC=C12)OC)C(F)(F)F 1-(4-methoxyphenyl)-3-trifluoromethyl-4-methoxyazulene